1-(2-(dimethylamino)ethyl)-2-methyl-N-(4-(1-methyl-1H-indol-3-yl)-5-(trifluoromethyl)pyrimidin-2-yl)-1H-benzo[d]imidazol-5-amine CN(CCN1C(=NC2=C1C=CC(=C2)NC2=NC=C(C(=N2)C2=CN(C1=CC=CC=C21)C)C(F)(F)F)C)C